COC1(C2=CC=C3C4(CCC5(CCC(CC5C4(CCC3(C2=CC(C1)=O)C)C)(C(=O)O)C)C)C)C 9-methoxy-2,4a,6a,9,12b,14a-hexamethyl-11-oxo-1,2,3,4,4a,5,6,6a,9,10,11,12b,13,14,14a,14b-hexadecahydropicene-2-carboxylic acid